2-Amino-7-fluoro-4-(5-fluoro-3-(4-methylhexahydropyrrolo[3,4-b][1,4]oxazin-6(2H)-yl)-7,9-dihydrofuro[3,4-f]quinazolin-6-yl)thieno[3,2-c]pyridine-3-carbonitrile NC1=C(C=2C(=NC=C(C2S1)F)C=1C2=C(C=3C=NC(=NC3C1F)N1CC3OCCN(C3C1)C)COC2)C#N